α-phenylvinylphosphonic acid C=C(C1=CC=CC=C1)P(=O)(O)O